[N+](=O)([O-])C1=CC(=C(OC2=C3C(=NC=C2)N(C=C3C=3C=CC(=C(C#N)C3)OC(C)C)COCC[Si](C)(C)C)C=C1)C(F)(F)F 5-(4-[4-nitro-2-(trifluoromethyl)phenoxy]-1-{[2-(trimethylsilyl)ethoxy]methyl}-1H-pyrrolo[2,3-b]pyridin-3-yl)-2-[(propan-2-yl)oxy]benzonitrile